4-(2-(tert-butoxycarbonylamino)phenyl)-2-methylpentane-2-ol C(C)(C)(C)OC(=O)NC1=C(C=CC=C1)C(CC(C)(O)C)C